C(C)(C)(C)N1C(NC2=CC(=CC=C2C1=O)C)=O 3-(tert-butyl)-7-methylquinazoline-2,4(1H,3H)-dione